FC1=CC(=C(C=C1)NC1=C(C(=O)NC=2C(=NC(=CC2)OC)C)C=CC(=C1)OCC(F)(F)F)C 2-((4-fluoro-2-methylphenyl)amino)-N-(6-methoxy-2-methylpyridin-3-yl)-4-(2,2,2-trifluoroethoxy)benzamide